(S)-1-(6-(2,4-dioxo-1,2,3,4-tetrahydropyrimidin-5-yl)-3-fluoroimidazo[1,2-b]pyridazin-8-yl)-4,4-difluoropyrrolidin-3-yl (3-(trifluoromethyl)bicyclo[1.1.1]pentan-1-yl)carbamate FC(C12CC(C1)(C2)NC(O[C@H]2CN(CC2(F)F)C=2C=1N(N=C(C2)C=2C(NC(NC2)=O)=O)C(=CN1)F)=O)(F)F